(2-fluoro-5-nitro-phenyl)boronic acid FC1=C(C=C(C=C1)[N+](=O)[O-])B(O)O